C(#N)C(C(=O)NCCCC[C@@H](C(=O)N[C@@H](CC(C)C)B(O)O)NC[C@@H]([C@@H](C)O)NC(C(C)C)=O)=CC(C)C ((R)-1-((S)-6-(2-cyano-4-methylpent-2-enamido)-2-((2S,3R)-3-hydroxy-2-isobutyrylaminobutylamino)hexanoylamino)-3-methylbutyl)boronic acid